3-chloro-2-hydroxy-5-[4-(trifluoromethyl)phenyl]benzene-1-carbaldehyde ClC=1C(=C(C=C(C1)C1=CC=C(C=C1)C(F)(F)F)C=O)O